monododecyl ether C(CCCCCCCCCCC)OCCCCCCCCCCCC